2-[4,6-bis(2-propenoyloxyethyl)-1,3,5-triazin-2-yl]ethyl prop-2-enoate C(C=C)(=O)OCCC1=NC(=NC(=N1)CCOC(C=C)=O)CCOC(C=C)=O